FC=1C=C(C2=CN(N=C2C1F)C1OCCCC1)C(=O)C=1C(=C2C=CC=NC2=C(C1)C)/N=C/N(C)C (E)-N'-[6-[6,7-difluoro-2-(oxan-2-yl)indazole-4-carbonyl]-8-methylquinolin-5-yl]-N,N-dimethylmethanimidamide